C(C)(=O)N1C[C@H](CC1)NC(=O)C1=C(OC2=C1C=C(C=C2)OCC2=CC=CC=C2)C (S)-N-(1-acetylpyrrolidin-3-yl)-5-(benzyloxy)-2-methylbenzofuran-3-carboxamide